(S)-3-amino-5-methyl-7-((tetrahydro-2H-pyran-4-yl)methoxy)-2,3-dihydrobenzo[b][1,4]oxazepin-4(5H)-one hydrochloride Cl.N[C@@H]1C(N(C2=C(OC1)C=CC(=C2)OCC2CCOCC2)C)=O